Isopropyl 3-(4-((R,E)-4-(but-3-en-1-yl)-2-((tert-butoxycarbonyl)imino)-4-ethyl-6-oxotetrahydropyrimidin-1(2H)-yl)tetrahydro-2H-pyran-3-yl)propanoate C(CC=C)[C@]1(N\C(\N(C(C1)=O)C1C(COCC1)CCC(=O)OC(C)C)=N/C(=O)OC(C)(C)C)CC